C(C)C(CC)NC(=S)NC(CCC)C 1-(1-ethylpropyl)-3-(1-methylbutyl)thiourea